[Mg].[Ni].[Mg] magnesium nickel-magnesium